C(C)(C)(C)OC(C1=C(C=CC=C1)Cl)=O 2-chloro-benzoic acid tert-butyl ester